5,6,15-trihydroxyicosa-7,9,11,13-tetraenoic acid OC(CCCC(=O)O)C(C=CC=CC=CC=CC(CCCCC)O)O